The molecule is a beta-D-galactosyl-(1->4)-beta-D-glucosyl-(1<->1')-N-acylsphingosine in which the acyl group specified is tetracosanoyl. It has a role as a mouse metabolite. It derives from a tetracosanoic acid. CCCCCCCCCCCCCCCCCCCCCCCC(=O)N[C@@H](CO[C@H]1[C@@H]([C@H]([C@@H]([C@H](O1)CO)O[C@H]2[C@@H]([C@H]([C@H]([C@H](O2)CO)O)O)O)O)O)[C@@H](/C=C/CCCCCCCCCCCCC)O